lithium hydroxyl-amine ON.[Li]